FC(C1CCN(CC1)C1=CC=C(C=C1)NC1CCC(CC1)N)(F)F N1-(4-(4-(trifluoromethyl)piperidin-1-yl)phenyl)cyclohexane-1,4-diamine